(3-chloro-1-methyl-1H-pyrazol-5-yl)urea ClC1=NN(C(=C1)NC(=O)N)C